5-(Hydroxymethyl)-2-methylbenzoic acid OCC=1C=CC(=C(C(=O)O)C1)C